4-((4-(benzofuran-2-carbonyl)piperazin-1-yl)methyl)-N-hydroxybenzoamide O1C(=CC2=C1C=CC=C2)C(=O)N2CCN(CC2)CC2=CC=C(C(=O)NO)C=C2